2-(2-hydroxy-2-(1,2,3,4-tetrahydroisoquinolin-3-yl)ethyl)-6-(2-hydroxy-7-azaspiro[3.5]nonane-7-carbonyl)-4,4-dimethyl-3,4-dihydroisoquinolin-1(2H)-one hydrochloride Cl.OC(CN1C(C2=CC=C(C=C2C(C1)(C)C)C(=O)N1CCC2(CC(C2)O)CC1)=O)C1NCC2=CC=CC=C2C1